(S)-N-((S)-1-amino-1-oxo-3-((S)-2-oxopiperidin-3-yl)propan-2-yl)-3-cyclopropyl-2-(methylamino)propanamide NC([C@H](C[C@H]1C(NCCC1)=O)NC([C@H](CC1CC1)NC)=O)=O